C(C)(C)(C)OC(=O)N([C@H](C(=O)N[C@H]1C[C@H]2[C@@H](C[C@@H]3N(C1=O)[C@@H](CC3)C(=O)OCC3=CC=CC=C3)C2(F)F)C)C benzyl (3S,6S,7aS,8aR,9aR)-6-((S)-2-((tert-butoxycarbonyl) (methyl) amino) propanamido)-8,8-difluoro-5-oxodecahydro-1H-cyclopropa[d]pyrrolo[1,2-a]azocine-3-carboxylate